CC1=CC=C(C=C1)S(=O)(=O)OCCOCCOCCOCCOCC#C 3,6,9,12-tetraoxapentadec-14-yn-1-yl 4-methylbenzenesulfonate